(E)-2-(3-((1E,3E,5E,7Z)-3,7-dimethyl-9-oxo-9-(phenylamino)nona-1,3,5,7-tetraen-1-yl)-2,4,4-trimethylcyclohex-2-en-1-ylidene)acetic acid C/C(/C=C/C1=C(\C(\CCC1(C)C)=C\C(=O)O)C)=C\C=C\C(=C/C(NC1=CC=CC=C1)=O)\C